C(C1=CC=CC=C1)N=C1C=C2[Se]C=3C=C(C=CC3N=C2C2=C1C=C1C(=C(C(=C(C1=C2)Br)Br)Br)Br)N(CC)CC 7-(benzylimino)-9,10,11,12-tetrabromo-N,N-diethyl-7H-naphtho[2,3]phenoselenazine-3-amine